ClC1=C(C(=C(C=C1OC)OC)Cl)N1C(N(C2=NC(=NC=C2C1)NC1=CC(=CC=C1)F)C1CCN(CC1)C(\C=C\CN(C)C)=O)=O (E)-3-(2,6-dichloro-3,5-dimethoxyphenyl)-1-(1-(4-(dimethylamino)-but-2-enoyl)piperidin-4-yl)-7-((3-fluorophenyl)amino)-3,4-dihydropyrimido[4,5-d]pyrimidin-2(1H)-one